ClC1=C(C=CC=C1C1=C(C(=NC=C1)C1=CC(=C(C=C1)CNC[C@H]1NC(CC1)=O)OC)Cl)C1=CC=C(C(=N1)OC)CN1CCC(CC1)NC(C)=O (S)-N-(1-((6-(2-Chloro-3-(3-chloro-2-(3-methoxy-4-((((5-oxopyrrolidin-2-yl)methyl)amino)methyl)phenyl)pyridin-4-yl)phenyl)-2-methoxypyridin-3-yl)methyl)piperidin-4-yl)acetamide